C[C@H]1N(CCC(C1)C1=CC2=C(N(C(O2)=O)C)C=C1)C(=O)NCCC1=CC=CC=C1 (2R)-2-methyl-4-(3-methyl-2-oxo-1,3-benzooxazol-6-yl)-N-(2-phenylethyl)piperidine-1-carboxamide